IC=1C=C(C=CC1)NC(C1=CC=CC=C1)=O N-(3-iodophenyl)benzamide